1-(6-(azidomethyl)-3-cyclopropylquinolin-8-yl)-3-methylimidazole-2,4-dione N(=[N+]=[N-])CC=1C=C2C=C(C=NC2=C(C1)N1C(N(C(C1)=O)C)=O)C1CC1